1-(3-((2-((1-(1-isopropylpiperidin-4-yl)-3-methyl-1H-pyrazol-4-yl)amino)-5-(trifluoromethyl)pyrimidin-4-yl)amino)propyl)azepan-2-one C(C)(C)N1CCC(CC1)N1N=C(C(=C1)NC1=NC=C(C(=N1)NCCCN1C(CCCCC1)=O)C(F)(F)F)C